(5S)-{[2-(4-carboxyphenyl)ethyl][2-(2-{[3-chloro-4'-(trifluoromethyl)biphenyl-4-yl]methoxy}phenyl)-ethyl]-amino}-5,6,7,8-tetrahydroquinoline-2-carboxylic acid monohydrate O.C(=O)(O)C1=CC=C(C=C1)CCN(CCC1=C(C=CC=C1)OCC1=C(C=C(C=C1)C1=CC=C(C=C1)C(F)(F)F)Cl)C=1C(=NC=2CCCCC2C1)C(=O)O